(2-(4-chlorophenylamino)thiazol-4-yl)(3,4,5-trimethoxyphenyl)methanone hydrochloride salt Cl.ClC1=CC=C(C=C1)NC=1SC=C(N1)C(=O)C1=CC(=C(C(=C1)OC)OC)OC